ClC1=CC=C(S1)CNC1=C(C(=NN1C(=O)C1=CSC=C1)C1C(N(C1)C(=O)N1CC(CC1)O)C)F 1-[3-(5-{[(5-chlorothiophen-2-yl)methyl]amino}-4-fluoro-1-(thiophene-3-carbonyl)-1H-pyrazol-3-yl)-2-methylazetidine-1-carbonyl]pyrrolidin-3-ol